C(CCCCC)OC(CCC(=O)OCCCCCC(CCCCCOC(CCC(OCCCCCC)OCCCCCC)=O)N(CC1CCN(CC1)C)C(=O)Cl)OCCCCCC [6-[chlorocarbonyl-[(1-methyl-4-piperidyl)methyl]amino]-11-(4,4-dihexoxybutanoyloxy)undecyl] 4,4-dihexoxybutanoate